C(C)(C)C1=NN(C(C2=CC=C(C=C12)C(F)(F)F)=O)CC(=O)NC=1C=CC=2N(C1)C=C(N2)C(F)(F)F 2-(4-isopropyl-1-oxo-6-(trifluoromethyl)phthalazin-2(1H)-yl)-N-(2-(trifluoromethyl)imidazo[1,2-a]pyridin-6-yl)acetamide